2-amino-4-(((tert-butyldimethylsilyl)oxy)methyl)-7-fluoro-N-methyl-N-(7-(trifluoromethyl)-3,4-dihydro-1H-2-benzopyran-4-yl)quinoline-6-carboxamide NC1=NC2=CC(=C(C=C2C(=C1)CO[Si](C)(C)C(C)(C)C)C(=O)N(C1COCC2=C1C=CC(=C2)C(F)(F)F)C)F